ClC1=NC2=CC=CC=C2C(=C1)C1(CC1)N 1-(2-chloroquinolin-4-yl)cyclopropan-1-amine